C1(CC1)C1C(N=C(NC1=O)SC)=O 5-cyclopropyl-2-(methylthio)pyrimidine-4,6(1h,5h)-dione